(1S,3S,4R)-3-acetamido-N-((S)-(3-chloro-2,6-difluorophenyl)(4-fluorobicyclo[2.2.1]heptan-1-yl)methyl)-4-hydroxycyclopentane-1-carboxamide C(C)(=O)N[C@H]1C[C@@H](C[C@H]1O)C(=O)N[C@@H](C12CCC(CC1)(C2)F)C2=C(C(=CC=C2F)Cl)F